FC1=C(C=C(C=C1F)F)C1=C(NC=N1)N 5-(2,3,5-trifluorophenyl)-3H-imidazol-4-amine